ClC1=C(C(=CC=C1F)Cl)C(C)OC=1C(=NC=C(C1)C1=C(C=CC=C1)F)N 3-[1-(2,6-dichloro-3-fluoro-phenyl)-ethoxy]-5-(2-fluoro-phenyl)-pyridin-2-ylamine